(2R,3s)-7-(tert-butyldimethylsilyloxy)-3-methyl-2-phenylhept-4-yn-2-ol [Si](C)(C)(C(C)(C)C)OCCC#C[C@@H]([C@@](C)(O)C1=CC=CC=C1)C